4-((5-(1-(3,5-difluorophenyl)-3-(3,3-dimethylmorpholine-4-carbonyl)-7-methoxy-1,4-dihydrochromeno[4,3-c]pyrazol-8-yl)pyridin-3-yl)amino)-4-oxobutanoic acid FC=1C=C(C=C(C1)F)N1N=C(C2=C1C=1C=C(C(=CC1OC2)OC)C=2C=C(C=NC2)NC(CCC(=O)O)=O)C(=O)N2C(COCC2)(C)C